FC1=C(C=CC(=C1)C#CCN1CCCCC1)O fluoro-4-[3-(1-piperidinyl)prop-1-ynyl]Phenol